tert-butyl 2-(4-(6-((4-cyano-2-(methoxymethyl) benzyl) oxy) pyridin-2-yl)-2,5-difluorobenzyl)-1-(2-methoxyethyl)-1H-benzo[d]imidazole-6-carboxylate C(#N)C1=CC(=C(COC2=CC=CC(=N2)C2=CC(=C(CC3=NC4=C(N3CCOC)C=C(C=C4)C(=O)OC(C)(C)C)C=C2F)F)C=C1)COC